2-(2-chlorophenyl)-N-[2-{[(dimethylamino)methylene]sulfamoyl}-2'-fluoro-3'-(propane-2-yloxy)biphenyl-4-yl]acetamide ClC1=C(C=CC=C1)CC(=O)NC1=CC(=C(C=C1)C1=C(C(=CC=C1)OC(C)C)F)S(N=CN(C)C)(=O)=O